[Al].[Si].[Ca] calcium-silicon aluminum